gamma-(2,3-epoxypropoxy)propyl-trimethoxysilicon C(C1CO1)OCCC[Si](OC)(OC)OC